CNC=1C=C2C(=NC1)C(=NN2C(C2=CC=CC=C2)(C2=CC=CC=C2)C2=CC=CC=C2)C=2C=NN(C2)C N-methyl-3-(1-methyl-1H-pyrazol-4-yl)-1-trityl-1H-pyrazolo[4,3-b]pyridin-6-amine